BrC1=CC(N(N=C1OC1COC1)CC1=CC=C(C=C1)OC)=O 5-bromo-2-(4-methoxybenzyl)-6-(oxetan-3-yloxy)pyridazin-3(2H)-one